CC=1C(=C2C=CNC2=C(C1)C)CC1C(CN(CC1)CC(F)(F)F)C=1C=NN(C1)C 5,7-dimethyl-4-((3-(1-methyl-1H-pyrazol-4-yl)-1-(2,2,2-trifluoroethyl)piperidin-4-yl)methyl)-1H-indole